3-(2-(difluoromethoxy)phenyl)-6-(2-morpholinylpyrimidin-5-yl)-2,3-dihydropyrazolo[1,2-a]indazol-9(1H)-one FC(OC1=C(C=CC=C1)C1CCN2N1C=1C=C(C=CC1C2=O)C=2C=NC(=NC2)N2CCOCC2)F